(R)-oxacyclohexane O1CCCCC1